4-aminobut-2-en-1-one NCC=CC=O